8-fluoro-7-iodo-[1,2,4]triazolo[4,3-a]pyridine FC=1C=2N(C=CC1I)C=NN2